Cl.N1(N=CN=C1)CC1(C(CC2=CC(=CC=C12)OC1=CC=C(C=C1)Cl)(C)C)O ((1H-1,2,4-triazol-1-yl)methyl)-5-(4-chlorophenoxy)-2,2-dimethyl-2,3-dihydro-1H-inden-1-ol hydrochloride